pivalyl chloride C(C(C)(C)C)(=O)Cl